5-nitrothiophene-2-carboxamide Methyl-(1-cyclohexyl-4-(5-nitrothiophene-2-carboxamido)-1H-pyrazolo[3,4-d]pyrimidin-6-yl)benzoate CC=1C(=C(C(=O)O)C=CC1)C1=NC(=C2C(=N1)N(N=C2)C2CCCCC2)NC(=O)C=2SC(=CC2)[N+](=O)[O-].[N+](=O)([O-])C2=CC=C(S2)C(=O)N